C(CCCCCCC)C=1N=C(OC1)CC(C(=O)O)=C 2-((4-octyloxazol-2-yl)methyl)acrylic acid